methyl 2-(5-(difluoromethyl)pyridin-2-yl)-2-methylpropanoate FC(C=1C=CC(=NC1)C(C(=O)OC)(C)C)F